[1,4]benzoxaborole O1C=CC2=C1C=CC=B2